C(CC(C)C)OC(C=CC1=CC=C(C=C1)OC)=O p-methoxycinnamic acid iso-Amyl ester